OC1=C(C=CC2=CC=CC(=C12)O)O 1,2,8-trihydroxynaphthalene